(1r,2S,5S)-N-{(1S)-1-cyano-2-[(3S)-2-oxopyrrolidin-3-yl]ethyl}-6,6-dimethyl-3-[N-(trifluoroacetyl)-O-(trifluoromethyl)-L-seryl]-3-azabicyclo[3.1.0]hexane-2-carboxamide C(#N)[C@H](C[C@H]1C(NCC1)=O)NC(=O)[C@@H]1[C@H]2C([C@H]2CN1C([C@@H](NC(C(F)(F)F)=O)COC(F)(F)F)=O)(C)C